CC1=NOC(=C1CN1C=2N(C3=CC=C(C=C3C1=O)S(=O)(=O)NC1(CC1)C)[C@@H](CN2)C)C (R)-4-((3,5-dimethylisoxazol-4-yl)methyl)-1-methyl-N-(1-methylcyclopropyl)-5-oxo-1,2,4,5-tetrahydroimidazo[1,2-a]quinazoline-7-sulfonamide